NCCCNC(=O)C1=CC2=C(N(C(=N2)C2=CC=C(C=C2)C#N)C2=CC=C(C=C2)C)C=C1 N-(3-aminopropyl)-2-(4-cyanophenyl)-1-(p-tolyl)-1H-benzo[d]imidazole-5-carboxamide